N-(1-amino-3-hydroxy-1-oxopropan-2-yl)-5-((2-fluorophenoxy)methyl)-2-methylbenzofuran-3-carboxamide NC(C(CO)NC(=O)C1=C(OC2=C1C=C(C=C2)COC2=C(C=CC=C2)F)C)=O